OC(C(C(=O)[O-])=O)CCC hydroxy-2-oxohexanoate